4-FLUOROBENZOFURAN-7-BORONIC ACID FC1=CC=C(C2=C1C=CO2)B(O)O